N(=[N+]=[N-])CCCC(N[C@H](C(N[C@H](C(NCCOCCOCCOCCOCCC(=O)O)=O)CCCCN=[N+]=[N-])=O)CCCCN=[N+]=[N-])=O (18S,21S)-26-azido-18,21-bis(4-azidobutyl)-17,20,23-trioxo-4,7,10,13-tetraoxa-16,19,22-triazahexacosanoic acid